1-(4-(Trimethylsilyl)benzyl)-1H-indol-5-amine C[Si](C1=CC=C(CN2C=CC3=CC(=CC=C23)N)C=C1)(C)C